benzyl 6-(((trifluoromethyl)sulfonyl)oxy)-5-azaspiro[2.5]oct-6-ene-5-carboxylate FC(S(=O)(=O)OC=1N(CC2(CC2)CC1)C(=O)OCC1=CC=CC=C1)(F)F